C(=O)(O)[C@H](CCC1=CC(OC2=CC(=CC=C12)O)=O)[NH3+] (S)-1-carboxy-3-(7-hydroxy-2-oxo-2H-chromen-4-yl)propan-1-aminium